methoxy-3-butenamide COC(C(=O)N)C=C